C1=CC=C(C=2OC3=C(C21)C=CC=C3)C=3C=C(C=CC3)C=3C2=C(N=CN3)C3=C(O2)C=CC(=C3)C3=CC(=CC=C3)C3=CC=CC2=C3OC3=C2C=CC=C3 4,8-bis[3-(dibenzofuran-4-yl)phenyl][1]benzofuro[3,2-d]pyrimidine